ClC=1C=C(C=C(C1)Cl)/C(=C/C(=O)C1=NC=C(C2=C1C=CS2)C(=O)OC)/C(F)(F)F methyl 4-[(2Z)-3-(3,5-dichlorophenyl)-4,4,4-trifluoro-1-oxo-2-buten-1-yl]-thieno[3,2-c]pyridine-7-carboxylate